5-acetyl-4-hydroxy-2-methoxybenzoic acid methyl ester COC(C1=C(C=C(C(=C1)C(C)=O)O)OC)=O